(3R)-N,N-dibenzyl-1-(2,2,2-trifluoroethyl)pyrrolidin-3-amine C(C1=CC=CC=C1)N([C@H]1CN(CC1)CC(F)(F)F)CC1=CC=CC=C1